tert-butyl (1-(5-((4-(bis(4-methoxybenzyl)amino)-2-(butylamino)imidazo[2,1-f][1,2,4]triazin-7-yl)(hydroxy)methyl)-3-methylpyridin-2-yl)piperidin-4-yl)carbamate COC1=CC=C(CN(C2=NC(=NN3C2=NC=C3C(C=3C=C(C(=NC3)N3CCC(CC3)NC(OC(C)(C)C)=O)C)O)NCCCC)CC3=CC=C(C=C3)OC)C=C1